CC1=C(C=2N(C=C1C1=C(C=3N=C(SC3N1)C1CCC(CC1)N(C)CC)C(C)C)N=CN2)C 4-(5-(7,8-dimethyl-[1,2,4]triazolo[1,5-a]pyridin-6-yl)-6-isopropyl-4H-pyrrolo[3,2-d]thiazol-2-yl)-N-ethyl-N-methylcyclohexan-1-amine